1-[2-cyano-4-(trifluoromethyl)phenyl]-N-[(3R)-1-methylpyrrolidin-3-yl]-4-[6-(2-propylphenyl)pyridin-3-yl]piperidine-4-carboxamide C(#N)C1=C(C=CC(=C1)C(F)(F)F)N1CCC(CC1)(C(=O)N[C@H]1CN(CC1)C)C=1C=NC(=CC1)C1=C(C=CC=C1)CCC